2-methoxy-4-(4-(trifluoromethyl)phenyl)-5H-indeno[1,2-b]pyridine-3-carbonitrile COC1=C(C(=C2C(=N1)C1=CC=CC=C1C2)C2=CC=C(C=C2)C(F)(F)F)C#N